C=CC=CCCCCCCCC(CC)CC(=O)O 12-n-tetradecadienyl-acetic acid